tert-Butyl (S)-4-((6-(2-(azetidin-1-yl)-6-(methoxycarbonyl)pyridin-3-yl)-2,2-difluoro-7-azaspiro[3.5]nonan-7-yl)methyl)-5-methoxy-7-methyl-1H-indole-1-carboxylate N1(CCC1)C1=NC(=CC=C1[C@@H]1CC2(CC(C2)(F)F)CCN1CC1=C2C=CN(C2=C(C=C1OC)C)C(=O)OC(C)(C)C)C(=O)OC